C(C=1C(O)=CC=C(O)C1)(=O)O.C(C=1C(O)=CC=C(O)C1)(=O)O gentisic acid (gentisate)